C(C)(C)(C)OC(=O)C1=NN(C=C1)C(=O)N1CCN(CC1)C(C1=C(C=CC=C1)N1CCN(CC1)C1CC1)C(F)(F)F.SCSC(C(SCS)SCS)SCS 1,1,2,2-tetra(mercaptomethylthio)ethane t-butyl-1-(4-(2-(4-cyclopropylpiperazin-1-yl)(trifluoromethyl)benzyl)piperazine-1-carbonyl)-1H-pyrazole-3-carboxylate